4-fluoro-N-[4-fluoro-5-[2-[(2R)-2-methylmorpholin-4-yl]pyrimidin-5-yl]-2-[(3S,5R)-3,4,5-trimethylpiperazin-1-yl]phenyl]-3,5-dimethylbenzamide FC1=C(C=C(C(=O)NC2=C(C=C(C(=C2)C=2C=NC(=NC2)N2C[C@H](OCC2)C)F)N2C[C@@H](N([C@@H](C2)C)C)C)C=C1C)C